(s)-tert-butyl (3-(4-chlorophenyl)-3-hydroxypropyl)carbamate ClC1=CC=C(C=C1)[C@H](CCNC(OC(C)(C)C)=O)O